COC1=C(C=C(C=C1)C(F)(F)F)C1=NOC(=C1)CO (3-(2-methoxy-5-(trifluoromethyl)phenyl)isoxazole-5-yl)methanol